CN(C)CC1(CCCC1)NC(=O)C=1C=2C[C@@H]3[C@H](C2N(N1)C1=C(C=C(C=C1)F)F)C3 (1aR,5aR)-2-(2,4-Difluorophenyl)-1a,2,5,5a-tetrahydro-1H-2,3-diaza-cyclopropa[a]pentalene-4-carboxylic acid (1-dimethylaminomethyl-cyclopentyl)-amide